N-hydroxyhexyl-succinimide methacrylate C(C(=C)C)(=O)O.OCCCCCCN1C(CCC1=O)=O